4-(3,4-dichloro-2-fluoro-anilino)-6-nitro-quinazolin-7-ol ClC=1C(=C(NC2=NC=NC3=CC(=C(C=C23)[N+](=O)[O-])O)C=CC1Cl)F